tert-butyl 2,6-dihydropyrrolo[3,4-c]pyrazole-5(4H)-carboxylate N=1NC=C2C1CN(C2)C(=O)OC(C)(C)C